CN(C1CC(CCC1)N)C N',N'-dimethyl-1,3-cyclohexanediamine